tert-butyl 6-chloro-3,4-dihydro-2,7-naphthyridine-2(1H)-carboxylate ClC=1C=C2CCN(CC2=CN1)C(=O)OC(C)(C)C